N-methyl-N-((1R,4R)-4-methylcyclohexyl)picolinamide benzyl-2-aminoisobutyrate hydrochloride Cl.C(C1=CC=CC=C1)OC(C(C)(C)N)=O.CN(C(C1=NC=CC=C1)=O)C1CCC(CC1)C